3-Cyclopropyl-6,8-dimethoxy-1,2,4-triazolo-[4,3-a]pyrazine C1(CC1)C1=NN=C2N1C=C(N=C2OC)OC